CC=1C=CC=C2C=CN(C12)C(=O)OC(C)(C)C tert-butyl 7-methylindole-1-carboxylate